(2S,4R)-6-chloro-4-hydroxy-N-(3-{1-[6-(trifluoromethyl)pyridin-3-yl]-1H-pyrazol-4-yl}bicyclo[1.1.1]pent-1-yl)-3,4-dihydro-2H-1-benzopyran-2-carboxamide ClC=1C=CC2=C([C@@H](C[C@H](O2)C(=O)NC23CC(C2)(C3)C=3C=NN(C3)C=3C=NC(=CC3)C(F)(F)F)O)C1